C(C)OC(C)OCC(COC(C)OCC)OC(C)OCC 1,2,3-TRIS((1'-ETHOXY)ETHOXY)PROPANE